[Si](C)(C)(C)Br TMS bromide